(1R,3S,5R)-2-(2-(3-acetyl-7-methyl-5-(2-methylpyrimidin-5-yl)-1H-indazol-1-yl)acetyl)-N-(6-bromo-3-methylpyridin-2-yl)-5-((methylamino)methyl)-2-azabicyclo[3.1.0]hexane-3-carboxamide C(C)(=O)C1=NN(C2=C(C=C(C=C12)C=1C=NC(=NC1)C)C)CC(=O)N1[C@@H]2C[C@@]2(C[C@H]1C(=O)NC1=NC(=CC=C1C)Br)CNC